C([C@H](CO)O)C(=O)C(=O)[O-] 2-keto-3-deoxy-L-lyxonate